C(C1=CC=C(C(=O)O)C=C1)(=O)O.C12(C(CC(CC1)C2(C)C)O)C.C21(C(CC(CC2)C1(C)C)O)C di-borneol terephthalate